methyl 1-((5-(1-(2,6-dichlorophenyl) azetidin-3-yl)-3,6-dimethylpyridin-2-yl) methyl)-piperidine-4-carboxylate ClC1=C(C(=CC=C1)Cl)N1CC(C1)C=1C=C(C(=NC1C)CN1CCC(CC1)C(=O)OC)C